CC=1C=C(C=CC1OC=1C=NC=2N(C1)N=CC2)NC=2C1=C(N=CN2)C=CC(=N1)N1CCN(CC1)C(C=C)=O 1-(4-(4-((3-methyl-4-(pyrazolo[1,5-a]pyrimidin-6-yloxy)phenyl)amino)pyrido[3,2-d]pyrimidin-6-yl)piperazin-1-yl)prop-2-en-1-one